C(OOOC(CC(C)(C)C)(C)C)(OCC(C)C)=O 1,1,3,3-tetramethylbutylperoxy isobutyl monocarbonate